ClC=1C=C(C=CC1)S(=O)(=O)N1CCC(CC1)N1C2=C(N(C(C1=O)=O)C)C=CC=N2 4-(1-((3-chlorophenyl)sulfonyl)piperidin-4-yl)-1-methyl-1,4-dihydropyrido[2,3-b]pyrazine-2,3-dione